tert-butyl 2-(4-amino-6-bromo-8-methyl-9H-pyrimido[4,5-b]indol-9-yl)acetate NC1=NC=NC=2N(C3=C(C=C(C=C3C21)Br)C)CC(=O)OC(C)(C)C